FC(CNC(=O)C1=CC(=CS1)C=1C=C2C(=NC1)NC(=C2)C2CN(CCC2)C(=O)OC(C)(C)C)(F)F tert-Butyl 3-(5-(5-((2,2,2-trifluoroethyl)carbamoyl)thiophen-3-yl)-1H-pyrrolo[2,3-b]-pyridin-2-yl)piperidine-1-carboxylate